2,4-difluoro-N-(1-((3-(methylsulfonyl)phenyl)sulfonyl)-1,2,3,4-tetrahydroquinolin-7-yl)benzenesulfonamide FC1=C(C=CC(=C1)F)S(=O)(=O)NC1=CC=C2CCCN(C2=C1)S(=O)(=O)C1=CC(=CC=C1)S(=O)(=O)C